C(#N)C1=CC=C(C=C1)C1=CC=C(C=C1)C1=CC=C(C=C1)OCCCCCC 4-cyano-4''-hexyloxy-p-terphenyl